2-{[(1,2,3,5,6,7-hexahydro-s-indacen-4-yl) carbamoyl]Ethyl oxy}-3-methoxypropionate C1CCC2=C(C=3CCCC3C=C12)NC(=O)CCOC(C(=O)[O-])COC